tert-butyl (R)-2-(4-(2-(2-amino-4-chloro-7-((4-methoxy-3,5-dimethylpyridin-2-yl)methyl)-6,7-dihydro-5H-pyrrolo[2,3-d]pyrimidin-5-yl)ethyl)piperazin-1-yl)acetate NC=1N=C(C2=C(N1)N(C[C@@H]2CCN2CCN(CC2)CC(=O)OC(C)(C)C)CC2=NC=C(C(=C2C)OC)C)Cl